ClC1=C2CC(CC2=CC(=C1)F)NC=1C=CC(=NC1)[C@@H](C(F)(F)F)N(C(=O)C1CCS(CC1)(=O)=O)C N-((1S)-1-(5-((4-Chloro-6-fluoro-2,3-dihydro-1H-inden-2-yl)amino)pyridin-2-yl)-2,2,2-trifluoroethyl)-N-methyltetrahydro-2H-thiopyran-4-carboxamide 1,1-dioxide